2-(2-ethoxy-4-fluorobenzoyl)-2-azaspiro[3.3]heptane-6-carboxylic Acid C(C)OC1=C(C(=O)N2CC3(C2)CC(C3)C(=O)O)C=CC(=C1)F